4-(5-(4-ethoxy-3-(5-methyl-4-oxo-7-propyl-3,4-dihydroimidazo[5,1-f][1,2,4]triazin-2-yl)phenyl)-8-oxo-6-thioxo-5,7-diazaspiro[3.4]octan-7-yl)-2-(trifluoromethyl)benzonitrile C(C)OC1=C(C=C(C=C1)N1C2(CCC2)C(N(C1=S)C1=CC(=C(C#N)C=C1)C(F)(F)F)=O)C1=NN2C(C(N1)=O)=C(N=C2CCC)C